C(N)(=N)NC(=O)C1=CC=C(C=C1)C1=NOC(=C1)C=1C=NC=C(N1)C1=CC=C(C=C1)S(=O)(=O)C(C)C 3-(3-(4-(amidinocarbamoyl)phenyl)isoxazol-5-yl)-5-(4-(isopropylsulfonyl)phenyl)pyrazine